OC(CO)C1=CC=2N(C=C1)C(=NN2)[C@@H]2C[C@@H](CCC2)NC(OC(C)(C)C)=O tert-butyl N-[(1R,3S)-3-[7-(1,2-dihydroxyethyl)-[1,2,4]triazolo[4,3-a]pyridin-3-yl]cyclohexyl]carbamate